(R)-2-(methyl-(pyrrolidin-3-ylmethyl)amino)ethan-1-ol CN(CCO)C[C@H]1CNCC1